(S)-2-amino-3-(4-bromophenyl)propanoic acid N[C@H](C(=O)O)CC1=CC=C(C=C1)Br